2-dimethylaminobromopropane CN(C(CBr)C)C